CNC(=O)C1=CC2=C(N(C(=N2)NC=2SC3=C(N2)C=CC(=C3)C)C)C=C1 2-(6-Methyl-benzothiazol-2-ylamino)-1-methyl-1H-benzimidazole-5-carboxylic acid methylamide